2-ethyl-pentane-2,4-diol C(C)C(C)(CC(C)O)O